2-(1-hydroxycyclohexyl)-N-methyl-N-(2,2,2-trifluoroethyl)acetamide OC1(CCCCC1)CC(=O)N(CC(F)(F)F)C